CN1CC2=CC=CC=C2CC1CNC(=O)NC1=CC2=C(N(N=N2)C)C=C1 1-((2-methyl-1,2,3,4-tetrahydroisoquinolin-3-yl)methyl)-3-(1-methyl-1H-benzo[d][1,2,3]triazol-5-yl)urea